2,4,5-trifluoroPhenylamine FC1=C(C=C(C(=C1)F)F)N